OCC(C)(C)NC1=NC(=C(C(=O)NC2=CC(=CC=C2)C=2N(C=CN2)C)C=C1)N1CCC2(CC2)CC1 6-((1-hydroxy-2-methylpropan-2-yl)amino)-N-(3-(1-methyl-1H-imidazol-2-yl)phenyl)-2-(6-azaspiro[2.5]octan-6-yl)nicotinamide